2-(((2S)-2-(4-chloro-2-fluorophenyl)-10-methyl-2,3,7,10-tetrahydro-[1,4]dioxino[2,3-H]isoquinolin-9(8H)-yl)methyl)-1-(((S)-oxetan-2-yl)methyl)-1H-benzo[d]imidazole-6-carboxylic acid ClC1=CC(=C(C=C1)[C@@H]1OC2=C(C=CC=3CCN(C(C23)C)CC2=NC3=C(N2C[C@H]2OCC2)C=C(C=C3)C(=O)O)OC1)F